N(=[N+]=[N-])CCC1=C(C=C(C(=C1)OC)OC)CC1=CC(=C(C=C1)OC)OC 1-(2-azidoethyl)-2-(3,4-dimethoxybenzyl)-4,5-dimethoxybenzene